C(C)(C)(C)C=1C=NN(C1)C1=CC(=C(C(=C1)F)N1C(C2(N3C1=NC=C3)CC2)=O)F 7'-[4-(4-tert-butylpyrazol-1-yl)-2,6-difluoro-phenyl]Spiro[cyclopropane-1,5'-imidazo[1,2-a]Imidazole]-6'-one